(3-BROMOPHENYL)(5-CHLOROPYRIDIN-2-YL)METHANONE BrC=1C=C(C=CC1)C(=O)C1=NC=C(C=C1)Cl